ClC1=CC2=C(NC(=N2)C=O)C=C1F 5-chloro-6-fluoro-1H-benzimidazole-2-carbaldehyde